5-chloro-N4-(1-((4-methoxyphenyl)sulfonyl)piperidin-4-yl)-3-nitropyridine-2,4-diamine ClC=1C(=C(C(=NC1)N)[N+](=O)[O-])NC1CCN(CC1)S(=O)(=O)C1=CC=C(C=C1)OC